vinyl-2-methylbenzoic acid methyl ester COC(C1=C(C(=CC=C1)C=C)C)=O